NC=1C=C(C(=NC1)N1N=C(C(=C1)C1=CN=C(N1C)C(=O)NC1=CC(=C(C=C1)C(=O)N1CCN(CC1)C(=O)C1CCNCC1)Cl)C(F)(F)F)F 5-[1-(5-amino-3-fluoro-2-pyridyl)-3-(trifluoromethyl)pyrazol-4-yl]-N-[3-chloro-4-[4-(piperidine-4-carbonyl)piperazine-1-carbonyl]phenyl]-1-methylimidazole-2-carboxamide